BrC=1C=NC(=C(C(=O)NC=2C=C(C=CC2)[S@](=O)(C)=NC(OC(C)(C)C)=O)C1C)OC1=C(C=C(C=C1)C#N)OC tert-butyl (R)-((3-(5-bromo-2-(4-cyano-2-methoxyphenoxy)-4-methylnicotinamido) phenyl)(methyl)(oxo)-λ6-sulfaneylidene)carbamate